BrC1=CC=C(C=C1)C#C p-Bromophenyl-acetylene